FC1=C2CC(CC2=CC(=C1)OCCN1N=NN=C1)CNCCC1CN(C(O1)=O)C1=NC2=C(OCC(N2)=O)N=C1 6-[5-[2-[[4-fluoro-6-[2-(tetrazol-1-yl)ethoxy]-2,3-dihydro-1H-inden-2-yl]methylamino]ethyl]-2-oxo-1,3-oxazolidin-3-yl]-4H-pyrazino[2,3-b][1,4]oxazin-3-one